COC=1C=C(C=CC1OC)[S+](C1=CC(=C(C=C1)OC)OC)C1=CC(=C(C=C1)OC)OC tris(3,4-dimethoxyphenyl)sulfonium